CC=1N=CN(C1)C1=CC=C(C=C1)O 4-(4-methyl-1H-imidazol-1-yl)phenol